O=C1NC(CCC1N1C(N(C2=C1C=CC=C2)CC2CCN(CC2)CCCC(=O)O)=O)=O 4-(4-((3-(2,6-dioxopiperidin-3-yl)-2-oxo-2,3-dihydro-1H-benzo[d]imidazol-1-yl)methyl)piperidin-1-yl)butanoic acid